(Z)-2-((2-(Didodecylamino)ethyl)(dodec-6-en-1-yl)amino)ethan-1-ol C(CCCCCCCCCCC)N(CCN(CCO)CCCCC\C=C/CCCCC)CCCCCCCCCCCC